FC(C)(F)C1CCN(CC1)CCC (R)-1-(4-(1,1-difluoroethyl)piperidine-1-yl)propane